BrC=1C=CC2=C(C(=C(O2)C=O)COC2=C(C=CC=C2)CC(=O)OCC)C1 ethyl 2-(2-((5-bromo-2-formylbenzofuran-3-yl)methoxy)phenyl)acetate